N2-methyl-N2-(1-methylpiperidin-4-yl)-N4-(1-(3,4,5-trimethoxyphenyl)-1H-imidazol-4-yl)furo[3,2-d]pyrimidine-2,4-diamine CN(C=1N=C(C2=C(N1)C=CO2)NC=2N=CN(C2)C2=CC(=C(C(=C2)OC)OC)OC)C2CCN(CC2)C